2-bromo-N-(1-(3-cyano-5-fluorobenzyl)-2-methyl-1H-imidazol-4-yl)propanamide BrC(C(=O)NC=1N=C(N(C1)CC1=CC(=CC(=C1)F)C#N)C)C